C(C)(C)(C)OC(/C=C/OC1=C(C=CC=C1)C=1C(=C(C=CC1)CC1N(CCCC1=O)C(=O)OC(C)(C)C)F)=O tert-butyl 2-[[3-[2-[(E)-3-tert-butoxy-3-oxo-prop-1-enoxy]phenyl]-2-fluoro-phenyl]methyl]-3-oxo-piperidine-1-carboxylate